2-ethoxy-5H-phenanthridin-6-one C(C)OC1=CC=2C3=CC=CC=C3C(NC2C=C1)=O